O[C@@H]1CN(CC[C@@]12NCC1=CC=CC=C1C2)C(=O)C=2N=CN(C2)C2=C(C=CC(=C2)C)OC [(3R,3'R)-3'-hydroxy-1,4-dihydro-1'H,2H-spiro[isoquinoline-3,4'-piperidin]-1'-yl][1-(2-methoxy-5-methylphenyl)-1H-imidazol-4-yl]methanone